O1C=CC=C1C(=O)[O-] 5-furancarboxylate